BrC=1C(=C(C=CC1)C=1OC2=NC=C(C=C2N1)CN1C[C@@H](CC1)C(=O)OC)C methyl (R)-1-((2-(3-bromo-2-methylphenyl)oxazolo[5,4-b]pyridin-6-yl)methyl)pyrrolidine-3-carboxylate